CN([C@@H]1CC[C@H](CC1)C1(OC=2C(=C(C=3CCN(C(C3C2C)=O)CC=2C(NC(=CC2OC)C)=O)C)O1)C)C 2-(trans-4-(dimethylamino)cyclohexyl)-6-((4-methoxy-6-methyl-2-oxo-1,2-dihydropyridin-3-yl)methyl)-2,4,9-trimethyl-7,8-dihydro-[1,3]dioxolo[4,5-g]isoquinolin-5(6H)-one